4-((3,4-dichlorophenoxy)methyl)-1H-1,2,3-triazole ClC=1C=C(OCC=2N=NNC2)C=CC1Cl